C(C)(C)(C)SN tertiary butanesulfenamide